C(C)(C)(C)N(C([O-])=O)C1=C(C=NC=C1)Cl.[N+](=O)([O-])C1=C(C=CC(=C1)[N+](=O)[O-])[O-].N[N+]1=CC(=C(C=C1)NC(=O)OC(C)(C)C)Cl.N[N+]1=CC(=C(C=C1)NC(=O)OC(C)(C)C)Cl 1-amino-4-((tert-butoxycarbonyl)amino)-3-chloropyridin-1-ium 2,4-dinitrophenolate Tert-butyl-(3-chloropyridin-4-yl)carbamate